4,4'-di-tert-butyl-bipyridine C(C)(C)(C)C1=CC(=NC=C1)C1=NC=CC(=C1)C(C)(C)C